CC(C)(CCC(C)(C(C)(C)C)C)C(C)(C)C 2,5-dimethyl-2,5-di-t-butyl-hexane